FC=1C=C(C=C(C1)F)C(C)(C)O 2-(3,5-difluorophenyl)propan-2-ol